diglycerol monolinoleate C(CCCCCCC\C=C/C\C=C/CCCCC)(=O)O.OCC(O)CO.OCC(O)CO